CC=1C=CC2=C(N=CC=3N2C=NN3)N1 7-methylpyrido[2,3-e][1,2,4]Triazolo[4,3-a]Pyrazine